(R)-4,6-dichloro-N-(1,1-dimethylsilolan-3-yl)-1H-indole-2-carboxamide ClC1=C2C=C(NC2=CC(=C1)Cl)C(=O)N[C@H]1C[Si](CC1)(C)C